C(C1=CC=CC=C1)C(O)C(=O)[C@@](O)([C@](O)([C@@](O)(CO)CC1=CC=CC=C1)CC1=CC=CC=C1)CC1=CC=CC=C1 1,3,4,5-tetrabenzyl-L-sorbose